FC1([C@H](C=2C(=NN(C2CC1)CCC1(COC1)F)C(F)(F)F)O)F (4S)-5,5-difluoro-1-[2-(3-fluorooxetan-3-yl)ethyl]-3-(trifluoromethyl)-4,5,6,7-tetrahydro-1H-indazol-4-ol